N1(N=NC=C1)C1=CC=C(C=N1)CN1C(C(N(C=C1)C1CCC1)=O)=O 1-((6-(1H-1,2,3-triazol-1-yl)pyridin-3-yl)methyl)-4-cyclobutyl-1,4-dihydropyrazine-2,3-dione